(2-fluoro-6-methylbenzoyl)-N-(4-methyl-3-(trifluoromethyl)phenyl)piperidine-3-carboxamide FC1=C(C(=O)N2CC(CCC2)C(=O)NC2=CC(=C(C=C2)C)C(F)(F)F)C(=CC=C1)C